1-(3-(difluoromethoxy)phenyl)-3-isopropyl-N-(3-methyl-1,1-dioxidothietan-3-yl)-2-oxo-2,3-dihydro-1H-imidazo[4,5-b]pyridine-5-carboxamide FC(OC=1C=C(C=CC1)N1C(N(C2=NC(=CC=C21)C(=O)NC2(CS(C2)(=O)=O)C)C(C)C)=O)F